4-(4-hydroxyphenyl)butanoic acid OC1=CC=C(C=C1)CCCC(=O)O